2-((1R,6S)-6-(difluoromethyl)-3-azabicyclo[4.1.0]heptan-3-yl)-N-(6-(4,4-difluoropiperidin-1-yl)pyridin-2-yl)-4-((2-hydroxyethyl)sulfonamido)benzamide FC([C@]12CCN(C[C@@H]2C1)C1=C(C(=O)NC2=NC(=CC=C2)N2CCC(CC2)(F)F)C=CC(=C1)NS(=O)(=O)CCO)F